(2,3-epoxypropoxy)aniline C(C1CO1)ONC1=CC=CC=C1